N(=[N+]=[N-])CC(C(=O)[O-])(C)C 3-azido-2,2-dimethylpropionate